3-[4-chloro-3-(2-methylphenoxy)naphthalen-1-yl]-6-[difluoro(phenyl)methyl]pyrimidine-2,4(1H,3H)-dione ClC1=C(C=C(C2=CC=CC=C12)N1C(NC(=CC1=O)C(C1=CC=CC=C1)(F)F)=O)OC1=C(C=CC=C1)C